2-Ethyl-1-(2-(4-phenyl-1H-imidazol-2-yl)piperidin-1-yl)but-2-en-1-one Di(4-nitrobenzyl)Vinylphosphonite [N+](=O)([O-])C1=CC=C(CC(=CP(O)O)CC2=CC=C(C=C2)[N+](=O)[O-])C=C1.C(C)C(C(=O)N1C(CCCC1)C=1NC=C(N1)C1=CC=CC=C1)=CC